C(C=C)N1N(C2=NC(=NC=C2C1=O)NC=1C=C2C=CN(C2=CC1)C)C1=NC(=CC=C1)OC1CCN(CC1)C 2-allyl-6-((1-methyl-1H-indol-5-yl)amino)-1-(6-((1-methylpiperidin-4-yl)oxy)pyridin-2-yl)-1,2-dihydro-3H-pyrazolo[3,4-d]pyrimidin-3-one